2-amino-3-methyl-N-((3aR,5R,7aS)-octahydro-1H-inden-5-yl)-N-((5-(trifluoromethyl)-2-pyridinyl)methyl)-6-quinolinecarboxamide NC1=NC2=CC=C(C=C2C=C1C)C(=O)N(CC1=NC=C(C=C1)C(F)(F)F)[C@H]1C[C@H]2CCC[C@H]2CC1